O=C1NC(CCC1N1C(C2=CC=CC(=C2C1=O)NCCCCC1(C(CN(C1)SCNCC)C(=O)N)C1=CC=C(C=C1)F)=O)=O 4-(((2-(2,6-dioxopiperidin-3-yl)-1,3-dioxoisoindol-4-yl)amino)butyl)-1-(ethylaminomethylsulfanyl)-4-(4-fluorophenyl)pyrrolidine-3-carboxamide